L-ascorbic acid trioleate C(CCCCCCC\C=C/CCCCCCCC)(=O)O.C(CCCCCCC\C=C/CCCCCCCC)(=O)O.C(CCCCCCC\C=C/CCCCCCCC)(=O)O.O=C1C(O)=C(O)[C@H](O1)[C@@H](O)CO